N-(3-cyano-4-fluorophenyl)-1,3,5-trimethyl-1H-pyrrole-2-carboxamide C(#N)C=1C=C(C=CC1F)NC(=O)C=1N(C(=CC1C)C)C